2-(7',8'-dihydro-5'H-spiro[piperidine-4,6'-pyrazino[2,3-c]pyridazin]-3'-yl)phenol N1=NC(=CC2=C1NCC1(N2)CCNCC1)C1=C(C=CC=C1)O